N[C@@H]1C2=CC=CC=C2CC12CCN(CC2)C=2N=CC(=NC2CO)C#CC(C)(O)C (S)-4-(5-(1-amino-1,3-dihydrospiro[inden-2,4'-piperidin]-1'-yl)-6-(hydroxymethyl)pyrazin-2-yl)-2-methylbutan-3-yn-2-ol